32-azido-3,6,9,12,15,18,21,24,27,30-decaoxadotriacontan-1-amine N(=[N+]=[N-])CCOCCOCCOCCOCCOCCOCCOCCOCCOCCOCCN